ClC1=C(C(=CC(=C1)N)Cl)NC=1NCCN1 2,6-Dichloro-N-(4,5-dihydro-1H-imidazol-2-yl)benzene-1,4-diamine